CN1N=C(C(=C1)C1=CC=C(C=C1)NCC1CN(CC1)C#N)C 3-(((4-(1,3-Dimethyl-1H-pyrazol-4-yl)phenyl)amino)methyl)pyrrolidin-1-carbonitril